N-(but-3-en-1-yl)-4,6-dichloro-N-methylpyridine-3-carboxamide C(CC=C)N(C(=O)C=1C=NC(=CC1Cl)Cl)C